5-(4,4,5,5-tetramethyl-1,3,2-dioxaborolan-2-yl)pyridine-2,3-diamine CC1(OB(OC1(C)C)C=1C=C(C(=NC1)N)N)C